C1(C=CC(N1CCCCCC(=O)N[C@@H](CCCCN)C(=O)O)=O)=O maleimidocaproyl-lysine